O[C@@H]1CN(CC1)CCNC=1C=CC=2C[C@@H]3N(CC2C1)[C@@H](CN(C3)C3=C1C=CC=NC1=C(C=C3)C#N)C 5-[(4R,11aS)-8-[2-[(3S)-3-hydroxypyrrolidin-1-yl]ethylamino]-4-methyl-1,3,4,6,11,11a-hexahydropyrazino[1,2-b]isoquinolin-2-yl]quinoline-8-carbonitrile